naphthalene-1-ylmethylsulfate C1(=CC=CC2=CC=CC=C12)COS(=O)(=O)[O-]